3-(1,1,1,5,5,5-hexamethyl-3-((trimethylsilyl)oxy)trisiloxan-3-yl)propanal C[Si](O[Si](O[Si](C)(C)C)(O[Si](C)(C)C)CCC=O)(C)C